CN1CCN(CC1)C1=CC=C(C=C1)CN [4-(4-methylpiperazin-1-yl)phenyl]methylamine